NC1=NC(N(C=C1)C1=CC(=CC=C1)CCO[Si](C)(C)C(C)(C)C)=O 4-amino-1-(3-(2-((t-butyldimethylsilyl)oxy)ethyl)phenyl)pyrimidin-2(1H)-one